C(C=C)ONCC1=CC=C(C=C1)C(F)(F)F O-allyl-N-(4-(trifluoromethyl)benzyl)hydroxylamine